C(C)(C)N1N=CC=2C(=CC(=CC12)C=1C=NC(=CC1)N1CCN(CC1)C1CCNCC1)C(=O)NCC=1C(NC(=CC1CCC)C)=O 1-isopropyl-N-((6-methyl-2-oxo-4-propyl-1,2-dihydropyridin-3-yl)methyl)-6-(6-(4-(piperidin-4-yl)piperazin-1-yl)pyridin-3-yl)-1H-indazole-4-carboxamide